ClC1=C(C=CC=C1)C1=CC(=CC2=C1OC1=C2C=CC=C1)N1C2=CC=CC=C2C=2C=CC=CC12 9-(4-(2-chlorophenyl)dibenzo[b,d]furan-2-yl)-9H-carbazole